OCC1=CC=C(C=C1)N1NN=C(C=N1)C1=CC=CC=C1 3-(4-hydroxymethylphenyl)-6-phenyltetrazine